N-(2-methyl-2H-indazole-5-carbonyl)-O-(trans-3-(2-(5,6,7,8-tetrahydro-1,8-naphthyridin-2-yl)ethyl)cyclobutyl)homoserine CN1N=C2C=CC(=CC2=C1)C(=O)N[C@@H](CCO[C@@H]1C[C@H](C1)CCC1=NC=2NCCCC2C=C1)C(=O)O